4-(4-(but-3-yn-1-yl)-4H-1,2,4-triazol-3-yl)-2-nitroaniline C(CC#C)N1C(=NN=C1)C1=CC(=C(N)C=C1)[N+](=O)[O-]